O[C@H](COC=1C=C(C=CC1)S(=O)(=O)N)CN[C@H]1COC2(C1)CCN(CC2)S(=O)(=O)C2=CC1=CC=CC=C1C=C2 3-((S)-2-hydroxy-3-((R)-8-(naphthalen-2-ylsulfonyl)-1-oxa-8-azaspiro[4.5]dec-3-ylamino)propoxy)benzenesulfonamide